C(C1=CC=CC=C1)NC(=N)N 1-benzylguanidine